3-(((2,5-bis(trifluoromethyl)pyrazolo[1,5-a]pyrimidin-7-yl)amino)methyl)-3-(4-fluorophenyl)-N-((1S,2S)-2-hydroxycyclobutyl)azetidine-1-carboxamide FC(C1=NN2C(N=C(C=C2NCC2(CN(C2)C(=O)N[C@@H]2[C@H](CC2)O)C2=CC=C(C=C2)F)C(F)(F)F)=C1)(F)F